1-phenyl-1,2-dihydroquinoline-3-carboxamide C1(=CC=CC=C1)N1CC(=CC2=CC=CC=C12)C(=O)N